(+)-N-(5-(1-amino-1-(3-cyanophenyl)-3-cyclopropylpropyl)-2-fluorophenyl)-1-(1-aminoisoquinolin-7-yl)-3-(trifluoromethyl)-1H-pyrazole-5-carboxamide C1CC1CCC(C2=CC(=C(C=C2)F)NC(=O)C3=CC(=NN3C4=CC5=C(C=C4)C=CN=C5N)C(F)(F)F)(C6=CC=CC(=C6)C#N)N